DIHYDROXYMETHYLCHROMONE OC(O)C=1OC2=CC=CC=C2C(C1)=O